C(N)(=O)C1=C(C=C(S1)COC1=CC=CC(=N1)C1=CC(=C(C=C1F)CC=1N(C2=C(N1)C=CC(=C2)C(=O)O)C[C@H]2OCC2)F)F 2-[[4-[6-[(5-carbamoyl-4-fluoro-2-thienyl)methoxy]-2-pyridyl]-2,5-difluorophenyl]methyl]-3-[[(2S)-oxetan-2-yl]methyl]benzimidazole-5-carboxylic acid